C(OC(C=C)CCN1C(C=2C=C(C=C(C2C2=C1NN=C2)Br)C)=O)(OCC)=O 5-(9-bromo-7-methyl-5-oxo-3,5-dihydro-4H-pyrazolo[3,4-c]isoquinolin-4-yl)pent-1-en-3-yl ethyl carbonate